C1(=CC=C2C=CC3=CC=CC4=CC=C1C2=C34)C=CC3=NC=C(N=C3)C=CC3=CC=C4C=CC2=CC=CC1=CC=C3C4=C21 2,5-bis[2-(1-pyrenyl)vinyl]Pyrazine